FC=1C=NC=CC1N1C[C@H](N(CC1)C(=O)N[C@H](C)C1=CC(=CC=C1)OC([2H])([2H])[2H])C (R)-4-(3-Fluoropyridin-4-yl)-N-((R)-1-(3-(methoxy-d3)phenyl)ethyl)-2-methylpiperazine-1-carboxamide